(1R,3S)-3-(5-(((benzyloxy)carbonyl)amino)-1-(tert-butyl)-1H-pyrazol-3-yl)cyclopentyl isobutyrate C(C(C)C)(=O)O[C@H]1C[C@H](CC1)C1=NN(C(=C1)NC(=O)OCC1=CC=CC=C1)C(C)(C)C